ethyl 3-((4-ethylphenyl)sulfonyl)-4-(4-methyl-1,4-diazepan-1-yl)quinoline-6-carboxylate C(C)C1=CC=C(C=C1)S(=O)(=O)C=1C=NC2=CC=C(C=C2C1N1CCN(CCC1)C)C(=O)OCC